2-fluoro-6-methyl-4-{2-[4-(4-propylcyclohexyl)phenyl]ethynyl}aniline Chromium triflate [O-]S(=O)(=O)C(F)(F)F.[Cr+3].FC1=C(N)C(=CC(=C1)C#CC1=CC=C(C=C1)C1CCC(CC1)CCC)C.[O-]S(=O)(=O)C(F)(F)F.[O-]S(=O)(=O)C(F)(F)F